3-(azetidin-1-yl)-6a,7,9,10-tetrahydropyrazino[1,2-d]pyrido[3,2-b][1,4]oxazin N1(CCC1)C1=CC=2OCC3N(C2N=C1)CCNC3